tert-Butyl (S)-(4-(4-methoxy-[1,1'-biphenyl]-3-carboxamido)-4-(5-phenyloxazol-2-yl)butyl)carbamate COC1=C(C=C(C=C1)C1=CC=CC=C1)C(=O)N[C@@H](CCCNC(OC(C)(C)C)=O)C=1OC(=CN1)C1=CC=CC=C1